4-(hydroxy(3-(trifluoromethyl)pyridin-4-yl)methyl)benzonitrile OC(C1=CC=C(C#N)C=C1)C1=C(C=NC=C1)C(F)(F)F